3-(6-aminopyridin-3-yl)-N-((5-(5-(3-chloropyrrolidine-1-carbonyl)pyridin-2-yl)-7-(trifluoromethyl)benzofuran-2-yl)methyl)acrylamide NC1=CC=C(C=N1)C=CC(=O)NCC=1OC2=C(C1)C=C(C=C2C(F)(F)F)C2=NC=C(C=C2)C(=O)N2CC(CC2)Cl